COC(=O)C1=CC2=C(N=C(S2)N2[C@H]3CC(C[C@@H]2CC3)OCC=3C(=NOC3C3CC3)C3CCOCC3)C(=C1)C#N 4-cyano-2-((1R,3R,5S)-3-((5-cyclopropyl-3-(tetrahydro-2H-pyran-4-yl)isoxazol-4-yl)methoxy)-8-azabicyclo[3.2.1]oct-8-yl)benzo[d]thiazole-6-carboxylic acid methyl ester